(Z)-(4-(1-(4-(2-(4-((1-(2-(2,6-dioxopiperidin-3-yl)-1-oxoisoindolin-5-yl)piperidin-4-yl)methyl)piperazin-1-yl)ethoxy)phenyl)-2-phenylbut-1-en-1-yl)phenyl)boronic acid O=C1NC(CCC1N1C(C2=CC=C(C=C2C1)N1CCC(CC1)CN1CCN(CC1)CCOC1=CC=C(C=C1)\C(=C(\CC)/C1=CC=CC=C1)\C1=CC=C(C=C1)B(O)O)=O)=O